ClC=1C=C2C(=NC(N(C2=CC1C1=C2C=NNC2=CC=C1C)C1=C(C=CC=C1)C(C)C)=O)N1CCNCC1 6-chloro-1-(2-isopropylphenyl)-7-(5-methyl-1H-indazol-4-yl)-4-(piperazin-1-yl)quinazolin-2(1H)-one